((1-(3-Cyclohexylpropyl)-4-fluoropiperidin-4-yl)methyl)-trans-2-phenylcyclopropylamine C1(CCCCC1)CCCN1CCC(CC1)(F)CN[C@H]1[C@@H](C1)C1=CC=CC=C1